2-[(2S)-2-({5-[(1S)-1-[(5-chloro-2-methylpyridin-3-yl)amino]ethyl]thiophen-2-yl}formamido)-3-cyclopentylpropanamido]acetic acid ClC=1C=C(C(=NC1)C)N[C@@H](C)C1=CC=C(S1)C(=O)N[C@H](C(=O)NCC(=O)O)CC1CCCC1